2-methyl-2H-indazol-6-amine CN1N=C2C=C(C=CC2=C1)N